BrC=1C=C2C=3C=C(C=CC3NC2=CC1C=1C=C(C=2N(C1)N=CN2)C)C2=CCN(CC2)C(=O)OC(C)(C)C tert-butyl 4-(6-bromo-7-(8-methyl-[1,2,4]triazolo[1,5-a]pyridin-6-yl)-9H-carbazol-3-yl)-5,6-dihydropyridine-1(2H)-carboxylate